(E,E,S)-1-Methyl-5-methylene-8-(1-methylethyl)-1,6-cyclodecadiene C/C/1=C\CCC(\C=C\[C@@H](CC1)C(C)C)=C